NC1=CC=C(C2=CC=CC=C12)S(=O)(=O)[O-] 1-amino-4-sulfonatonaphthalen